C1(=CC=CC=2OC3=C(C21)C=CC=C3)C3=CC=C(C=C3)NC=3C=CC(=C(C3)O)C3=CC=C(C2=CC=CC=C32)NC3=CC=C(C=C3)C3=CC=CC=2OC1=C(C23)C=CC=C1 5-(4-dibenzofuranylphenylamino)-2-[4-(4-dibenzofuranylphenylamino)-1-naphthyl]phenol